C(C1=CC=CC=C1)OC1=CC(=CC=C1)CBr (benzyloxy)-3-(bromomethyl)benzene